3-((10-Hydroxy-7-(3-(methoxymethyl)morpholine-4-carbonyl)-7-azaspiro[4.5]decan-10-yl)methyl)-6-phenylpyrimidin-4(3H)-one OC1(CCN(CC12CCCC2)C(=O)N2C(COCC2)COC)CN2C=NC(=CC2=O)C2=CC=CC=C2